FC(S(=O)(=O)OC1=C(C=CC=C1)C([2H])([2H])[2H])(F)F o-methyl-d3-phenyl trifluoromethanesulfonate